C(C)N(C(=O)N(CC)C1=CC=CC=C1)C1=CC=CC=C1 N,N'-diethyl-diphenyl-urea